C[C@H]1CC[C@H]2[C@@H]1[C@@H](OC=C2C(=O)O)O The molecule is an iridoid monoterpenoid that is 1,4a,5,6,7,7a-hexahydrocyclopenta[c]pyran-4-carboxylic acid substituted at positions 1 and 7 by hydroxy and methyl groups respectively; the aglycone of 7-deoxyloganic acid. It has a role as a plant metabolite. It is an iridoid monoterpenoid, a cyclopentapyran and an alpha,beta-unsaturated monocarboxylic acid. It is a conjugate acid of a 7-deoxyloganetate.